C(C=C)OCC(C(=O)OCC=CC1=CC=CC=C1)=C cinnamyl α-allyloxymethylacrylate